4-(4-(azetidin-3-yl)-7-phenyl-6,7-dihydro-5H-pyrrolo[2,3-d]pyrimidin-2-yl)morpholine N1CC(C1)C=1C2=C(N=C(N1)N1CCOCC1)N(CC2)C2=CC=CC=C2